(±)-N,N-Dimethylphenyl[4-(4,4,5,5-tetramethyl-1,3,2-dioxaborolan-2-yl)-1H-pyrazol-1-yl]acetamide CN(C([C@H](N1N=CC(=C1)B1OC(C(O1)(C)C)(C)C)C1=CC=CC=C1)=O)C |r|